CN(C(=O)C1=CC=C(C=C1)C1=NOC(=C1)C1=NNC2=CC(=CC=C12)C(=O)NCCOC)C 3-{3-[4-(Dimethylcarbamoyl)phenyl]-1,2-oxazol-5-yl}-N-(2-methoxyethyl)-1H-indazol-6-carboxamid